BrC=1C=C(C(=NC1)C1=NC=2N(C=C1)N=C(C2)C(F)(F)F)SCC 5-(5-bromo-3-(ethyl-thio)pyridin-2-yl)-2-(trifluoromethyl)pyrazolo[1,5-a]pyrimidine